CC1N(CCC1(C(=O)OC(C)(C)C1=CC=C(C=C1)CBr)COC1=CC=C(C=C1)C1=CC=C(C=C1)C#N)C(C(F)(F)F)C1=CC=C(C=C1)Br 2-(4-(bromomethyl)phenyl)propan-2-ol methyl-1-[1-(4-bromophenyl)-2,2,2-trifluoroethyl]-3-[({4'-cyano-[1,1'-biphenyl]-4-yl}oxy)methyl]pyrrolidine-3-carboxylate